isopropyl (S)-6-diazo-2-((S)-2-(3-fluoropyridin-4-yl)-2-methoxyacetamido)-5-oxohexanoate [N+](=[N-])=CC(CC[C@@H](C(=O)OC(C)C)NC([C@@H](OC)C1=C(C=NC=C1)F)=O)=O